2-((diethylcarbamoyl)sulfinyl)-acetic acid C(C)N(C(=O)S(=O)CC(=O)O)CC